ethyl-4-(5-((2-(chloromethyl)allyl)oxy)-4-fluoro-6-methoxybenzo[b]thiophen-2-yl)-4-oxobutanoate C(C)OC(CCC(=O)C1=CC2=C(S1)C=C(C(=C2F)OCC(=C)CCl)OC)=O